(4-(2-(dimethylamino)ethyl)-1,3-dioxolane-2,2-diyl)bis(pentane-5,1-diyl) bis(2,2-bis(heptylthio)-acetate) C(CCCCCC)SC(C(=O)OCCCCCC1(OCC(O1)CCN(C)C)CCCCCOC(C(SCCCCCCC)SCCCCCCC)=O)SCCCCCCC